C(C)(C)(C)OC(=O)NC(C(=O)O)CCN(CCCCC1=NC=2NCCCC2C=C1)CCN1C(CCC1)=O 2-(tert-butoxycarbonylamino)-4-[2-(2-oxopyrrolidin-1-yl)ethyl-[4-(5,6,7,8-tetrahydro-1,8-naphthyridin-2-yl)butyl]amino]butanoic acid